3-(2-((2-(2-((2-(2,6-dioxopiperidin-3-yl)-1,3-dioxoisoindolin-4-yl)amino)ethoxy)ethyl)amino)-2-oxoethoxy)-5-(4-methylpiperazine-1-carbonyl)-N-(4-(pyridin-2-yl)thiazol-2-yl)benzamide O=C1NC(CCC1N1C(C2=CC=CC(=C2C1=O)NCCOCCNC(COC=1C=C(C(=O)NC=2SC=C(N2)C2=NC=CC=C2)C=C(C1)C(=O)N1CCN(CC1)C)=O)=O)=O